Cl.FC=1C(=NC(=CC1)OC)C1=NC=C(C=C1)CN (3'-fluoro-6'-methoxy-[2,2'-bipyridin]-5-yl)methanamine hydrochloride